N1C=CC2=CC=C(C=C12)B(O)O indol-6-ylboronic acid